3-fluoro-7-methyl-1,2-di-hydroquinolin-2-one FC=1C(NC2=CC(=CC=C2C1)C)=O